[OH-].C(CCCCCCCCCCCCC)[N+](C)(C)C Tetradecyl-Trimethyl-Ammonium Hydroxide